di(2-chloroethyl) sulfoxide ClCCS(=O)CCCl